methyl (R)-2-(6-(1-aminoethyl)-1-(2,2-difluoropent-4-en-1-yl)-1H-pyrrolo[2,3-b]pyridin-2-yl)-1-cyclopropyl-7-methoxy-1H-benzo[d]imidazole-5-carboxylate N[C@H](C)C1=CC=C2C(=N1)N(C(=C2)C2=NC1=C(N2C2CC2)C(=CC(=C1)C(=O)OC)OC)CC(CC=C)(F)F